ClC1=C(C(=O)N(COC(C)C)C2(CC2)C#N)C=C(C=C1)C=1C=NN(C1)C=1N(N=C(C1OC(F)F)C(C(F)(F)F)(C(F)(F)F)F)C 2-chloro-N-(1-cyanocyclopropyl)-5-[1-[4-(difluoromethoxy)-2-methyl-5-[1,2,2,2-tetrafluoro-1-(trifluoromethyl)ethyl]pyrazol-3-yl]pyrazol-4-yl]-N-(isopropoxymethyl)benzamide